Rel-(S)-N-[2-amino-5-(5-fluoro-2-thienyl)phenyl]-4-(cyclopropylsulfonyl)benzamide NC1=C(C=C(C=C1)C=1SC(=CC1)F)NC(C1=CC=C(C=C1)S(=O)(=O)C1CC1)=O